OC1CCC(C2=CC=CC=C12)O 1,4-dihydroxy-1,2,3,4-tetrahydronaphthalene